C(#N)C1=C(N=C(S1)NC(=O)[C@@H]1C[C@@H](CC1)C(=O)O)C1=CC=CC=C1 (1R,3S)-3-(5-cyano-4-phenyl-1,3-thiazol-2-ylcarbamoyl)cyclopentanecarboxylic acid